COC1=CC=C(OC=2C=C(C(=O)N3CCN(CC3)CC3=NC4=C(N3C[C@H]3OCC3)C=C(C=C4)C(=O)O)C=CC2)C=C1 2-({4-[3-(4-methoxyphenoxy)benzoyl]piperazin-1-yl}methyl)-1-{[(2S)-oxetan-2-yl]methyl}-1H-1,3-benzodiazole-6-carboxylic acid